N-(9,9-dimethyl-9H-fluoren-2-yl)triphenylen-2-amine CC1(C2=CC=CC=C2C=2C=CC(=CC12)NC1=CC=2C3=CC=CC=C3C3=CC=CC=C3C2C=C1)C